OCCC(C)(C)[C@@H]1N(C(OC1)(C)C)C(=O)OC(C)(C)C tert-butyl (S)-4-(4-hydroxy-2-methylbutane-2-yl)-2,2-dimethyloxazolidin-3-carboxylate